FC=1C=C(C=C(C1[2H])F)C=1C(=NC(=NC1)NC=1C=NN(C1)C)NC=1C=C(C=CC1F)NC(C=C)=O N-[3-({5-[3,5-difluoro(4-2H)phenyl]-2-[(1-methyl-1H-pyrazol-4-yl)amino]pyrimidin-4-yl}amino)-4-fluorophenyl]prop-2-enamide